(+/-)-2-(5-((bis(cyclopropyl-methyl)amino)methyl)-1,3,4-oxadiazol-2-yl)-N-((3R,4S)-3-fluoro-1-methylpiperidin-4-yl)-1-(2,2,2-trifluoroethyl)-1H-indol-4-amine C1(CC1)CN(CC1CC1)CC1=NN=C(O1)C=1N(C=2C=CC=C(C2C1)N[C@@H]1[C@@H](CN(CC1)C)F)CC(F)(F)F |r|